methyl-butylbenzene CC1=C(C=CC=C1)CCCC